ethylsulfonic acid amide C(C)S(=O)(=O)N